1-(2-(3-oxo-7-((4-(4-(trifluoromethyl)piperidin-1-yl)phenyl)amino)-2,3-dihydro-4H-benzo[b][1,4]oxazin-4-yl)ethyl)urea O=C1N(C2=C(OC1)C=C(C=C2)NC2=CC=C(C=C2)N2CCC(CC2)C(F)(F)F)CCNC(=O)N